FC=1C(=C(C=C(C1)C1=NOC(=N1)N1CCOCC1)NC(=O)C1=CN=C2N1C=CC=C2)C N-(3-fluoro-2-methyl-5-(5-morpholino-1,2,4-oxadiazol-3-yl)phenyl)imidazo[1,2-a]pyridine-3-carboxamide